[C@H]1(CCC12OCCO2)N2N=CC(=C2)C=2C(=C(C=CC2)NC2=C(N=NC(=C2)NC(=O)C2CC2)C(=O)N)C#N (R)-4-((3-(1-(5,8-dioxaspiro[3.4]octan-1-yl)-1H-pyrazol-4-yl)-2-cyanophenyl)amino)-6-(cyclopropanecarboxamido)pyridazine-3-carboxamide